C[C@@H]1COCCN1C=1C2=C(N=C(N1)C1=C3C(=NC=C1)NC=C3)C(=CS2)CN2C[C@H](CC2)O (S)-1-((4-((R)-3-Methylmorpholino)-2-(1H-pyrrolo[2,3-b]pyridin-4-yl)thieno[3,2-d]pyrimidin-7-yl)methyl)pyrrolidin-3-ol